[Si](C)(C)(C(C)(C)C)O[C@@H]1CN(CC[C@H]1NC1=CC(=CC(=C1)Cl)Cl)C(=O)OC(C)(C)C tert-butyl (3R,4R)-3-((tert-butyldimethylsilyl)oxy)-4-((3,5-dichlorophenyl)amino)piperidine-1-carboxylate